O=C1NC(CCC1C1=C(C=C(C=C1F)N1CC(C1)C=O)F)=O 1-(4-(2,6-dioxopiperidin-3-yl)-3,5-difluorophenyl)azetidine-3-carboxaldehyde